ClC=1C(=NC=C(C1)C=O)C(=O)O 3-CHLORO-5-FORMYLPYRIDINE-2-CARBOXYLIC ACID